ClC=1C=CC(=C2CCC(NC12)=O)C 8-chloro-5-methyl-3,4-dihydroquinolin-2(1H)-one